C(C=1C(C(=O)OC(CCCCC)CC)=CC=CC1)(=O)OC(CCCCC)CC di(ethyl-hexyl) phthalate